ClC=1N=C2N(C=CC(=C2)S(=O)(=O)NC(C(F)(F)F)C2=CC=C(C=C2)Cl)C1 chloro-N-(1-(4-chlorophenyl)-2,2,2-trifluoroethyl)imidazo[1,2-a]pyridine-7-sulfonamide